ClC1=NC=C(C(=C1)N1C=C(C=C1)C(=O)O)C 1-(2-chloro-5-methylpyridin-4-yl)-1H-pyrrole-3-carboxylic acid